1-(4-phenylthiophenyl)-octan-1-one oxime C1(=CC=CC=C1)SC1=CC=C(C=C1)C(CCCCCCC)=NO